C(C)(=O)OC(C=O)C 2-acetoxy-propanal